N1[C@@H](C[C@H](C1)C(=O)O)C(=O)O (2S,4R)-2,4-pyrrolidinedicarboxylic acid